(bishydroxymethyl)carbamic acid OC(O)NC(O)=O